1-[[2-(2,6-dioxo-3-piperidyl)-1-oxo-isoindolin-5-yl]methyl]-3-(3-hydroxy-4-methoxy-phenyl)urea O=C1NC(CCC1N1C(C2=CC=C(C=C2C1)CNC(=O)NC1=CC(=C(C=C1)OC)O)=O)=O